(3aR,5s,6aS)-N-(6-(5-fluoro-2-(trifluoromethyl)phenyl)-4-(trifluoromethyl)pyridazin-3-yl)-2-((tetrahydro-2H-pyran-4-yl)methyl-d2)octahydro-cyclopenta[c]pyrrol-5-amine FC=1C=CC(=C(C1)C1=CC(=C(N=N1)NC1C[C@@H]2[C@@H](CN(C2)C([2H])([2H])C2CCOCC2)C1)C(F)(F)F)C(F)(F)F